C1(CC1)OC1=C(C(=O)OCC)C=CC(=C1)C(=O)OC(C)(C)C 4-tert-butyl 1-ethyl 2-cyclopropoxyterephthalate